NC1=C(C=C(C(=O)OC)C=C1F)NC1COCC1(C)C methyl 4-amino-3-[(4,4-dimethyltetrahydrofuran-3-yl)amino]-5-fluoro-benzoate